O.CCCC normal butane hydrate